C(C)C1(NC(CC(C1)OCCOC1OCCCC1)(CC)CC)CC 2,2,6,6-tetraethyl-4-(2-((tetrahydro-2H-pyran-2-yl)oxy)ethoxy)piperidine